1-methyl-4-(4-methylpentyl)cyclohex-3-enecarbaldehyde CC1(CC=C(CC1)CCCC(C)C)C=O